3-fluoro-4-methoxy-1-tosyl-1H-indole-2-carboxylic acid FC1=C(N(C2=CC=CC(=C12)OC)S(=O)(=O)C1=CC=C(C)C=C1)C(=O)O